F[C@]1(CN=C(OC1)NC1=CC(=C(OC2=C3C(=NC=C2)NC=C3C=3C=CC(=C(C#N)C3)OC(C)C)C=C1)C(F)(F)F)CO |r| (+/-)-5-{4-[4-{[5-fluoro-5-(hydroxymethyl)-5,6-dihydro-4H-1,3-oxazin-2-yl]amino}-2-(trifluoromethyl)phenoxy]-1H-pyrrolo[2,3-b]pyridin-3-yl}-2-[(propan-2-yl)oxy]benzonitrile